octahydro-1H-cyclopenta[b]pyrazine N1C2C(NCC1)CCC2